NC1=NC=CC2=C(C=CC=C12)C=1C=C2C(=NN(C2=CC1)[C@H]1CN(CC1)C(=O)OCC)COC1=C(C=CC=C1)CC(=O)OCC (R)-ethyl 3-(5-(1-aminoisoquinolin-5-yl)-3-((2-(2-ethoxy-2-oxoethyl)phenoxy)methyl)-1H-indazol-1-yl)pyrrolidine-1-carboxylate